N(=[N+]=[N-])C[C@H](NC(=O)OCC1C2=CC=CC=C2C=2C=CC=CC12)C(=O)O 3-azido-N-{[(9H-fluoren-9-yl)methoxy]carbonyl}-L-alanine